FC1=C(C=C(C(=O)NC)C=C1C=1C=NN2C1N=C(C(=C2)C=2C=NN(C2)C2COCC2)N[C@@H]2COCC2)C 4-Fluoro-N,3-dimethyl-5-(6-(1-(tetrahydrofuran-3-yl)-1H-pyrazol-4-yl)-5-(((S)-tetrahydrofuran-3-yl)amino)pyrazolo[1,5-a]pyrimidin-3-yl)benzamide